CC(=C(CCCC(C=O)=C)C)C Dimethyl-2-methylen-6-octenal